12-chloro-4,6,8,10-tetramethyltridecylheptoxymethyl ether ClC(CC(CC(CC(CC(CCCC(OCCCCCCC)OC(CCCC(CC(CC(CC(CC(C)Cl)C)C)C)C)OCCCCCCC)C)C)C)C)C